phosphorus bis(trifluoromethanesulfonyl)imide salt [N-](S(=O)(=O)C(F)(F)F)S(=O)(=O)C(F)(F)F.[P+3].[N-](S(=O)(=O)C(F)(F)F)S(=O)(=O)C(F)(F)F.[N-](S(=O)(=O)C(F)(F)F)S(=O)(=O)C(F)(F)F